2-(1-acryloyl-4-(2-(3-(dimethylamino)-3-methylazetidin-1-yl)-7-(7-fluoro-3,4-dihydroquinolin-1(2H)-yl)-5,6,7,8-tetrahydroquinazolin-4-yl)piperazin-2-yl)acetonitrile C(C=C)(=O)N1C(CN(CC1)C1=NC(=NC=2CC(CCC12)N1CCCC2=CC=C(C=C12)F)N1CC(C1)(C)N(C)C)CC#N